2-vinyldibenzo[b,d]furan C(=C)C1=CC2=C(OC3=C2C=CC=C3)C=C1